(R)-3-((1-aminobutane-2-yl)oxy)-8-fluoro-2-naphthoic acid methyl ester hydrochloride Cl.COC(=O)C1=CC2=C(C=CC=C2C=C1O[C@@H](CN)CC)F